C12CNCC(N1C1=NC(=NC3=C(C(=C(C=C13)Cl)C1=CC=C(C3=C1N=C(S3)N)F)F)OC[C@]31CCCN1C[C@@H](C3)F)C2 4-(4-(3,6-diazabicyclo-[3.1.1]heptan-6-yl)-6-chloro-8-fluoro-2-(((2R,7aS)-2-fluorotetrahydro-1H-pyrrolizin-7a(5H)-yl)methoxy)-quinazolin-7-yl)-7-fluoro-benzo[d]thiazol-2-amine